4-((6-bromopyridin-2-yl)methoxy)but-2-yn-1-amine BrC1=CC=CC(=N1)COCC#CCN